COC(=O)[C@@H]1OC(O[C@H]1C1=C(C=CC=C1)[N+](=O)[O-])C1=CC=CC=C1 (4R,5S)-methyl-5-(2-nitrophenyl)-2-phenyl-1,3-dioxolane-4-carboxylate